2,3-diazidopropoxymethyl-di(fluorodinitroethyl)amine N(=[N+]=[N-])C(COCN(CC(F)([N+](=O)[O-])[N+](=O)[O-])CC([N+](=O)[O-])([N+](=O)[O-])F)CN=[N+]=[N-]